4-(2-(4-azidophenoxy)ethyl)morpholine N(=[N+]=[N-])C1=CC=C(OCCN2CCOCC2)C=C1